FC1=C(C=C(C=C1)F)CN1C[C@@H](N(C[C@H]1C)C1=CC(N(C=2C=CC(=NC12)C#N)C)=O)C 8-[(2S,5R)-4-[(2,5-difluorophenyl)methyl]-2,5-dimethylpiperazin-1-yl]-5-methyl-6-oxo-5,6-dihydro-1,5-naphthyridine-2-carbonitrile